1-[5-chloro-2-(3-methyl-4-piperazin-1-yl-phenylamino)-pyrimidin-4-yl]-1H-indole-3-carboxamide ClC=1C(=NC(=NC1)NC1=CC(=C(C=C1)N1CCNCC1)C)N1C=C(C2=CC=CC=C12)C(=O)N